C(C)(C)(C)OC(=O)N1C[C@@H](NCCC1)C.C(C)C1=C(C=CC=C1)O Ethyl-hydroxybenzene (S)-tert-butyl-3-methyl-1,4-diazepane-1-carboxylate